(5-bromo-2-(methylthio)pyrimidin-4-yl)methylamine BrC=1C(=NC(=NC1)SC)CN